trans-1-(4-aminopyrimidin-2-yl)-4-(2-methoxyethoxy)piperidine NC1=NC(=NC=C1)N1CCC(CC1)OCCOC